[O].O=[O+][O-] ozone oxygen